5-(5-chloropyridin-3-yl)pyrrolidine-2-thione ClC=1C=C(C=NC1)C1CCC(N1)=S